N-(1,3-benzodioxol-5-yl)-N-methyl-3-[5-(3-pyridyl)-3-(trifluoromethyl)pyrazol-1-yl]benzamide O1COC2=C1C=CC(=C2)N(C(C2=CC(=CC=C2)N2N=C(C=C2C=2C=NC=CC2)C(F)(F)F)=O)C